3-methyl-4-({4-[({3-[methyl(methylsulfonyl)amino]pyridin-2-yl}methyl)amino]-5-(trifluoromethyl)pyrimidin-2-yl}amino)benzamide CC=1C=C(C(=O)N)C=CC1NC1=NC=C(C(=N1)NCC1=NC=CC=C1N(S(=O)(=O)C)C)C(F)(F)F